COC1=CC=C(C(=O)C2=C(C(=C3C=CC=CN23)N2C(C=CC=C2)=O)C2=CC=C(C=C2)OC)C=C1 (3-(4-methoxybenzoyl)-2-(4-methoxyphenyl)indolizin-1-yl)pyridin-2(1H)-one